C(#N)C=1C=CC(=NC1)C1=C(C(N(C2=NC=CC=C12)CCN1CCOCC1)=O)C(=O)NC(C)C1=CC=C(C=C1)F (5-cyanopyridin-2-yl)-N-(1-(4-fluorophenyl)ethyl)-1-(2-morpholinylethyl)-2-oxo-1,2-dihydro-1,8-naphthyridine-3-carboxamide